2-bromophenyl sulfurofluoridate S(OC1=C(C=CC=C1)Br)(=O)(=O)F